NC=1C=CC2=C(N(N=C2C1)C1=CC=CC=C1)C(=O)N1CCCC1 (6-amino-2-phenyl-2H-indazol-3-yl)(pyrrolidin-1-yl)methanone